BrC1=C(C=O)C=CC(C1C1(CC1)C)(F)Cl 2-bromo-4-chloro-4-fluoro-3-(1-methylcyclopropyl)benzaldehyde